FCC(=O)N([C@@H](CCCCN)C(=O)O)C(CF)=O bis-(2-fluoro-acetyl)-lysine